COC1=CC=C2N(CC(NC2=C1)=O)C1=NC(=NC2=CC=CC=C12)C 7-methoxy-4-(2-methylquinazolin-4-yl)-3,4-dihydroquinoxalin-2(1H)-one